The molecule is a metal sulfate in which the metal component is manganese in the +2 oxidation state. It has a role as a nutraceutical. It is a metal sulfate and a manganese molecular entity. It contains a manganese(2+). [O-]S(=O)(=O)[O-].[Mn+2]